26-palmitoleoyloxy-hexacosanoic acid C(CCCCCCC\C=C/CCCCCC)(=O)OCCCCCCCCCCCCCCCCCCCCCCCCCC(=O)O